N-[4-chloro-6-(2-chloro-6-methyl-phenoxy)pyrimidin-2-yl]-3-nitro-benzenesulfonamide ClC1=NC(=NC(=C1)OC1=C(C=CC=C1C)Cl)NS(=O)(=O)C1=CC(=CC=C1)[N+](=O)[O-]